ClC=1C(=NC(=NC1)C=1SC=CC1)NC1=CC2=C(N(C(N2CCC(C)(C)O)=O)C)C=C1 5-((5-Chloro-2-(thiophen-2-yl)pyrimidin-4-yl)amino)-3-(3-hydroxy-3-methylbutyl)-1-methyl-1,3-dihydro-2H-benzo[d]imidazol-2-on